ClC=1C=C(C=CC1)/C=C/C(=O)OC1=C(C=C(C=C1OC)/C=N/C1=CC=C(C=C1)O)Br (E)-2-bromo-4-((E)-(4-hydroxyphenylimino)methyl)-6-methoxyphenyl 3-(3-chlorophenyl)acrylate